N-(3-(1-(4-methylphenyl)-1H-indol-7-yl)-1H-pyrazol-5-yl)-4-((1-methylpiperidin-4-yl)amino)benzamide CC1=CC=C(C=C1)N1C=CC2=CC=CC(=C12)C1=NNC(=C1)NC(C1=CC=C(C=C1)NC1CCN(CC1)C)=O